N1-(2,2-difluoroethyl)-6-(3,6-dihydropyran-4-yl)-2-nitrobenzene-1,3-diamine FC(CNC1=C(C(=CC=C1C=1CCOCC1)N)[N+](=O)[O-])F